The molecule is a 2-hydroxy steroid that consists of 17beta-estradiol having an additional hydroxy group at position 2. It has a role as a prodrug, a metabolite, a carcinogenic agent, a human metabolite and a mouse metabolite. It is a 2-hydroxy steroid and a 17beta-hydroxy steroid. It derives from a 17beta-estradiol. C[C@]12CC[C@H]3[C@H]([C@@H]1CC[C@@H]2O)CCC4=CC(=C(C=C34)O)O